N-((4-(((4,4-difluorocyclohexyl)methyl)amino)-3-nitrophenyl)sulfonyl)-2-(3,4-dihydro-2H-pyrrolo[3',2':5,6]pyrido[2,3-b][1,4]oxazepine-1(7H)-yl)benzamide FC1(CCC(CC1)CNC1=C(C=C(C=C1)S(=O)(=O)NC(C1=C(C=CC=C1)N1C2=C(OCCC1)N=C1C(=C2)C=CN1)=O)[N+](=O)[O-])F